1-(4-methoxybenzyl)-3-(4-((3-oxo-2-azabicyclo[3.1.0]hexan-2-yl)methyl)phenyl)urea COC1=CC=C(CNC(=O)NC2=CC=C(C=C2)CN2C3CC3CC2=O)C=C1